ClCC=1SC(=C(N1)C)C 2-(chloromethyl)-4,5-dimethyl-thiazole